2-[2-[6-[[5-(5-fluoropyrimidin-4-yl)thiazol-2-yl]amino]imidazo[4,5-c]pyridin-1-yl]ethylcarbamoyl]-4-hydroxy-pyrrolidine-1-carboxylate FC=1C(=NC=NC1)C1=CN=C(S1)NC1=CC2=C(C=N1)N=CN2CCNC(=O)C2N(CC(C2)O)C(=O)[O-]